1,5-Dimethyl-3-(p-tolyl)-1H-pyrazol-4-ol CN1N=C(C(=C1C)O)C1=CC=C(C=C1)C